N-{5-chloro-3-fluoro-4'-[(2H-tetrazol-5-yl)methoxy][1,1'-biphenyl]-2-yl}-5-methylpyridine-3-sulfonamide ClC=1C=C(C(=C(C1)C1=CC=C(C=C1)OCC=1N=NNN1)NS(=O)(=O)C=1C=NC=C(C1)C)F